FC1=CC=C(C=C1)[C@H]1[C@](C[C@H](N1)C(=O)OC)(C(=O)OC)C |r| Dimethyl rac-(2S,4S,5S)-5-(4-Fluorophenyl)-4-methylpyrrolidine-2,4-dicarboxylate